C(C1=CC=CC=C1)OC([C@@H](NC(=O)OC(C)(C)C)CCO)=O (Boc)-homoserine benzyl ester